FC(N1N=CC(=C1)C=1C=C2C(=NC=NN2C1)N1CC2CCC(C1)N2C(=O)[C@@H]2[C@H](C2)CO)F Rac-(3-(6-(1-(difluoromethyl)-1H-pyrazol-4-yl)pyrrolo[2,1-f][1,2,4]triazin-4-yl)-3,8-diazabicyclo[3.2.1]octan-8-yl)((1S,2S)-2-(hydroxymethyl)cyclopropyl)methanone